C(C)N1CC(CC1)CC=1NC2=C(C(=NC=3C=C(C=CC23)N2N=CC=C2)N)N1 2-[(1-ethylpyrrolidin-3-yl)methyl]-7-(1H-pyrazol-1-yl)-1H-imidazo[4,5-c]quinolin-4-amine